C(#N)C=1C=C2C(=CN(C2=CC1)C(=O)OC(C)(C)C)C=O tert-Butyl 5-cyano-3-formyl-1H-indole-1-carboxylate